N-(2,6-Difluoro-3-(5-(2-(trifluoromethyl)pyrimidin-5-yl)-1H-pyrazolo[3,4-b]pyridin-3-carbonyl)phenyl)propan-1-sulfonamid FC1=C(C(=CC=C1C(=O)C1=NNC2=NC=C(C=C21)C=2C=NC(=NC2)C(F)(F)F)F)NS(=O)(=O)CCC